C(CCCCCCC)SC(CCCCCCCC(CCCCCCCC(SCCCCCCCC)SCCCCCCCC)=O)SCCCCCCCC 1,1,17,17-Tetrakis(octylthio)heptadecan-9-one